(1S)-1-[3-(2-methyl-4-pyridyl)-1,2,4-oxadiazol-5-yl]propan-1-amine CC1=NC=CC(=C1)C1=NOC(=N1)[C@H](CC)N